3-[(4-amino-2-fluoropyridin-3-yl)(hydroxy)methyl]-1-[(1S)-1-(2,4-difluorophenyl)ethyl]pyrrolidine-2,5-dione NC1=C(C(=NC=C1)F)C(C1C(N(C(C1)=O)[C@@H](C)C1=C(C=C(C=C1)F)F)=O)O